4-((5-hydroxy-7-benzyloxy-2-(4-(4-methylpiperazin-1-yl)phenyl)-4-oxo-4H-chromen-8-yl)oxy)-1,2-dihydro-3H-pyrazol-3-one OC1=C2C(C=C(OC2=C(C(=C1)OCC1=CC=CC=C1)OC=1C(NNC1)=O)C1=CC=C(C=C1)N1CCN(CC1)C)=O